C1(CCCCC1)N1C2=NC(=NC(=C2N=C1)NC1=CC=C(C=C1)N1CCOCC1)OC1=CC=CC2=CC=CC=C12 9-cyclohexyl-N-[4-(4-morpholinyl)phenyl]-2-(1-naphthoxy)-9H-purin-6-amine